6-chloro-3,4-dihydroisoquinoline ClC=1C=C2CCN=CC2=CC1